2-oxo-4-oxa-1,9-diazaspiro[5.5]undecan O=C1NC2(COC1)CCNCC2